FC1=CC=C(C=C1)S(=O)(=O)OC1=CC=C(C=C1)C(C=CC1=CC=C(C=C1)O)=O [4-[3-(4-Hydroxyphenyl)prop-2-enoyl]phenyl] 4-fluorobenzenesulfonate